BrC1=CC=C(C=C1)C(C)(C#C)C=1N=C(SC1)NC(=O)N 1-(4-(2-(4-bromophenyl)-but-3-yn-2-yl)thiazol-2-yl)urea